5-Bromo-7-chloro-1-methyl-3,4-dihydroquinolin BrC1=C2CCCN(C2=CC(=C1)Cl)C